BrCC(O)C1=CC2=C(NC(O2)=O)C=C1 6-(2-bromo-1-hydroxyethyl)benzo[d]oxazol-2(3H)-one